OCC1=NN(C=2CN(CCC21)C(=O)OC(C)(C)C)C(C2=CC=CC=C2)(C2=CC=CC=C2)C2=CC=CC=C2 tert-Butyl 3-(hydroxymethyl)-1-trityl-5,7-dihydro-4H-pyrazolo[3,4-c]pyridine-6-carboxylate